(M)-6-Chloro-4-[(2S,5R)-2,5-dimethyl-4-prop-2-enoyl-piperazin-1-yl]-1-(2-isopropyl-4-methyl-3-pyridyl)-7-phenyl-pyrido[2,3-d]pyrimidin-2-one ClC1=CC2=C(N(C(N=C2N2[C@H](CN([C@@H](C2)C)C(C=C)=O)C)=O)C=2C(=NC=CC2C)C(C)C)N=C1C1=CC=CC=C1